COC1=CC=C2C(CCOC2=C1S(=O)(=O)N)(C)C 7-methoxy-4,4-dimethylchromane-8-sulfonamide